3-acetyl-4-morpholinyl-7-{[4-(pyridin-3-yl)pyrimidin-2-yl]amino}-2H-benzopyran-2-one C(C)(=O)C=1C(OC2=C(C1N1CCOCC1)C=CC(=C2)NC2=NC=CC(=N2)C=2C=NC=CC2)=O